FC=1C(=C(C=CC1F)[C@@H]1[C@@H](O[C@]([C@@H]1C)(C(F)(F)F)C)C(=O)NC1=C(C(=NC=C1)C(=O)N)F)OC 4-[[(2R,3R,4R,5R)-3-(3,4-Difluoro-2-methoxy-phenyl)-4,5-dimethyl-5-(trifluoromethyl)tetrahydrofuran-2-carbonyl]amino]-3-fluoro-pyridin-2-carboxamid